C1CC12CNCC2C(=O)N 5-azaspiro[2.4]heptane-7-carboxamide